C(C)(C)(C)OC(=O)N[C@H](C(=O)O)C(C)C (S)-2-(tert-Butoxycarbonylamino)-3-methylbutanoic acid